COC(=O)C1CCNCC1 piperidine-4-carboxylic acid methyl ester